[Cl-].C(CCC)N1C=[N+](C=C1)CCCC 1,3-dibutylimidazolium chloride salt